ClC=1C=C2C=3C=C(C=C(C3NC2=CC1)CCNC(OC(C)(C)C)=O)NC1=C(C=C(C=C1)Cl)Cl tert-butyl (2-(6-chloro-3-((2,4-dichlorophenyl)amino)-9H-carbazol-1-yl)ethyl)carbamate